FN(C([O-])=O)C[C@]1(CN(CC1)C(C)(C)C=1C=NC(=CC1)C)CCC=1SC(=CC1)F |o1:6| (S)-fluoro((R or S)-3-(2-(5-fluoro-thiophen-2-yl)ethyl)-1-(2-(6-methylpyridin-3-yl)propan-2-yl)pyrrolidin-3-yl)methyl-carbamate